(4-methylphenyl)[4-(2-methylpropyl)phenyl]iodonium tetrafluoroborate F[B-](F)(F)F.CC1=CC=C(C=C1)[I+]C1=CC=C(C=C1)CC(C)C